hexadecen-1-ol acetate C(C)(=O)OC=CCCCCCCCCCCCCCC